C(C)/C(/CO)=C\CC1C(C(=CC1)C)(C)C (2E)-2-ethyl-4-[2,2,3-trimethyl-3-cyclopenten-1-yl]-2-buten-1-ol